6-((6-methyl-4-(methylthio)-2-oxo-1,2-dihydropyridin-3-yl)methyl)-2-(1-(methylsulfonyl)piperidin-4-yl)benzo[d][1,3]dioxazole-5-carboxamide CC1=CC(=C(C(N1)=O)CC=1C(=CC2=C(ON(O2)C2CCN(CC2)S(=O)(=O)C)C1)C(=O)N)SC